C1(CC1)C1=C(C=C(N)C=C1)C[S@](=O)C |r| (+-)-4-cyclopropyl-3-((methylsulfinyl)methyl)aniline